C1(=CC=CC=C1)NC1=CC=C(C=C1)C1=NC2=C(N1C1=CC=CC=C1)C=CC=C2 N-phenyl-4-(1-phenyl-1H-benzimidazole-2-yl)aniline